N-(4-fluoro-3-((5-(4-((3-fluorobenzyl)oxy)phenyl)-2-((1-methyl-1H-pyrazol-4-yl)amino)pyrimidin-4-yl)amino)phenyl)acrylamide FC1=C(C=C(C=C1)NC(C=C)=O)NC1=NC(=NC=C1C1=CC=C(C=C1)OCC1=CC(=CC=C1)F)NC=1C=NN(C1)C